C[Si](C)(C)OP(=O)(O[Si](C)(C)C)[O-].[Li+] lithium bis(trimethylsilyl)phosphate